3-(5-(1H-pyrazol-5-yl)-3H-imidazo[4,5-b]pyridin-2-yl)-3-fluoropiperidine-1-carbonitrile N1N=CC=C1C1=CC=C2C(=N1)NC(=N2)C2(CN(CCC2)C#N)F